NC1CCC(CC1)C1(NC(=NC=C1C=1C=NN(C1)C)NC1=CC=C2CCNCC2=C1)N 4-((1s,4s)-4-aminocyclohexyl)-5-(1-methyl-1H-pyrazol-4-yl)-N2-(1,2,3,4-tetrahydroisoquinolin-7-yl)pyrimidine-2,4-diamine